5-(6-(1-(2,2-difluoroethyl)-4-(4-fluoro-phenyl)-1H-imidazol-5-yl)imidazo[1,2-b]pyridazin-3-yl)oxazole FC(CN1C=NC(=C1C=1C=CC=2N(N1)C(=CN2)C2=CN=CO2)C2=CC=C(C=C2)F)F